2-(4-cyanophenyl)-4-(4-methoxyphenyl)pentanedioic acid C(#N)C1=CC=C(C=C1)C(C(=O)O)CC(C(=O)O)C1=CC=C(C=C1)OC